CC1=CC(OC2=CC(=CC=C12)N(CC)CC)=O 4-methyl-7-diethylaminocoumarin